NC(COC1=C(C=C2C(=NC=NC2=C1)N1CCN(CCC1)C(=O)OC(C)(C)C)OC)=O tert-butyl 4-(7-(2-amino-2-oxoethoxy)-6-methoxyquinazolin-4-yl)-1,4-diazacycloheptane-1-carboxylate